ClC=1C=C(C=CC1)[C@H]1[C@@H](CN(CC1)C(=O)C=1C=2N(C=CC1)C=NC2)NC(=O)C2=NN=CN2 N-((3S,4S)-4-(3-chlorophenyl)-1-(imidazo[1,5-a]pyridine-8-carbonyl)piperidin-3-yl)-4H-1,2,4-triazole-3-carboxamide